NC1CCN(CC1)C=1N(C(C(=C(N1)C1=CC(=C(C#N)C=C1)F)C1=CC(=C(C=C1)OC)F)=O)C 4-[2-(4-amino-piperidin-1-yl)-5-(3-fluoro-4-methoxyphenyl)-1-methyl-6-oxo-1,6-dihydropyrimidin-4-yl]-2-fluoro-benzonitrile